CNC=1C=C(C#N)C=CC1 3-(methylamino)benzonitrile